N-(6-chloropyridin-3-yl)-6-((1-cyclopropyl-1H-pyrazol-4-yl)methoxy)isoquinolin-1-amine ClC1=CC=C(C=N1)NC1=NC=CC2=CC(=CC=C12)OCC=1C=NN(C1)C1CC1